1-benzyloxy-3-(bromomethyl)benzene lithium [Li].C(C1=CC=CC=C1)OC1=CC(=CC=C1)CBr